3-(3-(4-(Piperidin-4-ylmethyl)piperazin-1-yl)phenyl)piperidine-2,6-dione N1CCC(CC1)CN1CCN(CC1)C=1C=C(C=CC1)C1C(NC(CC1)=O)=O